CC1=CC=C(C=C1)S(=O)(=O)OC1=C2N=CN(C2=NC(=N1)N1CCOCC1)N=CC1=CC(=CC=C1)C 9-((3-methylbenzylidene)amino)-2-morpholino-9H-purin-6-yl 4-methylbenzenesulfonate